(3S,8S,9S,10S,11S,13S,14S,17S)-N-(2-aminoethyl)-hexadecahydro-3,11-dihydroxy-10,13-dimethyl-1H-cyclopenta[a]phenanthrene-17-carboxamide NCCNC(=O)[C@H]1CC[C@H]2[C@@H]3CCC4C[C@H](CC[C@@]4([C@H]3[C@H](C[C@]12C)O)C)O